NCC1CN(C1)C1=C(C=NC2=CC=C(C=C12)C=1C(=C(C#N)C=C(C1)F)O)C1=CC(=CC(=C1)C)Cl 3-{4-[3-(aminomethyl)azetidin-1-yl]-3-(3-chloro-5-methylphenyl)quinolin-6-yl}-5-fluoro-2-hydroxybenzonitrile